3-((tert-butoxycarbonyl)amino)-2-methylpropanoate C(C)(C)(C)OC(=O)NCC(C(=O)[O-])C